2-(trans-2-pentenyl)cyclopentanone C(\C=C\CC)C1C(CCC1)=O